8-(3-amino-3-oxopropyl)-3-isopropyl-4,7-dioxohexahydropyrazino[2,1-c][1,2,4]oxadiazine-1(6H)-carboxylate NC(CCN1CC2N(OC(C(N2CC1=O)=O)C(C)C)C(=O)[O-])=O